CC1N(CCCNC1)C(=O)OC(C)(C)C tert-butyl 2-methyl-1,4-diazacycloheptane-1-carboxylate